BrC1=C(CCCCC1)C=O 2-bromocyclohept-1-ene-1-carbaldehyde